NC(C)C1CCC(CC1)C(=O)O 4-(1-aminoethyl)cyclohexanecarboxylic acid